tert-Butyl (3S,5S)-5-((tert-butyldimethylsilyloxy)methyl)-1-(5-(2-(2-fluoro-6-methoxyphenyl)pyrimidine-4-carboxamido)-1H-indol-4-yl)pyrrolidin-3-ylcarbamate [Si](C)(C)(C(C)(C)C)OC[C@@H]1C[C@@H](CN1C1=C2C=CNC2=CC=C1NC(=O)C1=NC(=NC=C1)C1=C(C=CC=C1OC)F)NC(OC(C)(C)C)=O